C[C@H]1O[C@H](CN(C1)C1=CC=C(C=C1)N1C(C(C2=C1N=C(N=C2NC)CO)(C)C)=O)C 7-(4-((2R,6S)-2,6-dimethylmorpholino)phenyl)-2-(hydroxymethyl)-5,5-dimethyl-4-(methylamino)-5,7-dihydro-6H-pyrrolo[2,3-d]pyrimidin-6-one